CC12CCC(CC1)C2 methyl-bicyclo[2.2.1]heptane